N-((2S,4R)-2-(3,5-Difluorophenyl)piperidin-4-yl)-2,2,2-trifluoro-N-methylacetamide hydrochloride Cl.FC=1C=C(C=C(C1)F)[C@H]1NCC[C@H](C1)N(C(C(F)(F)F)=O)C